N1=CN=C(C2=C1NC=C2)N2CC1CCCC(C2)N1C([C@H](CN(C(OC(C)(C)C)=O)C(C)C)C1=CC=C(C=C1)Cl)=O Tert-butyl ((2S)-3-(3-(7H-pyrrolo[2,3-d]pyrimidin-4-yl)-3,9-diazabicyclo[3.3.1]nonan-9-yl)-2-(4-chlorophenyl)-3-oxopropyl)(isopropyl)carbamate